ClC1=CC=C(C=C1)C1=NN(C[C@H]1C1=CC=CC=C1)S(=O)(=O)C1=CC=C(C=C1)C(F)(F)F (R)-3-(4-chlorophenyl)-4-phenyl-N-((4-(trifluoromethyl)phenyl)sulfonyl)-4,5-dihydro-1H-pyrazole